N-[3-(5-bromothiazol-2-yl)-1-bicyclo[1.1.1]pentyl]-2-(1-methanesulfonylcyclopropyl)oxazole-5-carboxamide BrC1=CN=C(S1)C12CC(C1)(C2)NC(=O)C2=CN=C(O2)C2(CC2)S(=O)(=O)C